(5Z)-5-[[1-(4-isopropylphenyl)pyrazol-4-yl]methylene]-2-thioxo-thiazolidin-4-one C(C)(C)C1=CC=C(C=C1)N1N=CC(=C1)\C=C/1\C(NC(S1)=S)=O